3-(3-fluorophenyl)-2-(1-((8-hydroxy-9H-purin-6-yl)amino)propyl)-4H-chromen-4-one FC=1C=C(C=CC1)C1=C(OC2=CC=CC=C2C1=O)C(CC)NC1=C2N=C(NC2=NC=N1)O